Methylcyclopentylcyclohexylbenzene CC=1C(=C(C=CC1)C1CCCCC1)C1CCCC1